N,N'-[methylenebis(2-ethyl-4,1-phenylene)]bismaleimide C(C1=CC(=C(C=C1)N1C(C=CC1=O)=O)CC)C1=CC(=C(C=C1)N1C(C=CC1=O)=O)CC